3-{2-[2-(2-aminoethoxy)ethoxy]ethoxy}propanoic acid NCCOCCOCCOCCC(=O)O